C(C)N1C2=C([C@H]([C@H](C1=O)NC(C1=CC(=CC=C1)C(F)(F)F)=O)C1=CC=C(C=C1)F)C(=NN2C2CCOCC2)C(=O)O (4R,5R)-7-ethyl-4-(4-fluorophenyl)-6-oxo-1-(tetrahydro-2H-pyran-4-yl)-5-(3-(trifluoromethyl)benzamido)-4,5,6,7-tetrahydro-1H-pyrazolo[3,4-b]pyridine-3-carboxylic acid